(R)-3-((1-(2-hydroxy-4-(trifluoromethyl)phenyl)pyrido[3,4-d]pyridazin-4-yl)amino)-1-methylpyrrolidin-2-one OC1=C(C=CC(=C1)C(F)(F)F)C1=C2C(=C(N=N1)N[C@H]1C(N(CC1)C)=O)C=NC=C2